2-[4-[3-[1-(5-chloropyrimidin-2-yl)-4-piperidinyl]propoxy]-2-fluoro-phenyl]-N-[6-[(3S,4S)-3,4-dihydroxypyrrolidin-1-yl]-6-oxo-hexyl]acetamide ClC=1C=NC(=NC1)N1CCC(CC1)CCCOC1=CC(=C(C=C1)CC(=O)NCCCCCC(=O)N1C[C@@H]([C@H](C1)O)O)F